FC1(CCN(CC1)C1=CC=C2C=NC=NC2=C1)F 7-(4,4-difluoropiperidin-1-yl)quinazolin